glutarimide-dioxime C1(CCCC(N1)=NO)=NO